N(=[N+]=[N-])C(CCC[C@H](N)C(=O)O)N epsilon-azido-lysine